N1(CCC1)C1=CC=C2C(=C(C(OC2=C1)=O)C=1C=NC=C(C1)C=1N=NC(=NN1)C1=CC=CC=C1)C 7-(Azetidin-1-yl)-4-methyl-3-(5-(6-phenyl-1,2,4,5-tetrazin-3-yl)pyridin-3-yl)-2H-chromen-2-one